C1(=CC=CC=C1)S(=O)(=O)N(C1=CC=C(C=C1)C1NC(CC2=C1NC1=CC(=CC=C21)Br)C(=O)O)C 1-[4-[benzenesulfonyl(methyl)amino]phenyl]-7-bromo-2,3,4,9-tetrahydro-1H-pyrido[3,4-b]indole-3-carboxylic acid